C(C)(C)(C)OOC(C#COOC(C)(C)C)CCC Di(t-butylperoxy)hexyne